[Ru](Cl)Cl.N1=C(C=CC=C1)C1=NC=CC=C1.N1=C(C=CC=C1)C1=NC=CC=C1 bis(2,2-bipyridyl) ruthenium (II) dichloride